ClC1=C(C(=O)NC2=CC=C(C=C2)C2=NN(C(=C2)NC(C2=CC(=CC=C2)C2(N=N2)C(F)(F)F)=O)C)C=CC=C1 2-Chloro-N-(4-(1-methyl-5-(3-(3-(trifluoromethyl)-3H-diazirin-3-yl)benzamido)-1H-pyrazol-3-yl)phenyl)benzamide